C(C(=C)C)(=O)OCCCO[Si](OCCOC)(OCCOC)OCCOC gamma-methacryloyloxypropoxytris(beta-methoxyethoxy)silane